N-cyclopentyl-2-(2,6-diazaspiro[3.3]heptan-2-yl)benzo[d]thiazole-6-carboxamide C1(CCCC1)NC(=O)C1=CC2=C(N=C(S2)N2CC3(C2)CNC3)C=C1